The molecule is a member of the class of imidazoles that is 4,5-dihydro-1H-imidazole substituted by a benzyl group. It has a role as an alpha-adrenergic antagonist, an antihypertensive agent and a vasodilator agent. C1CN=C(N1)CC2=CC=CC=C2